4-[2-[4-(hydroxymethyl)-4,5-dihydrooxazol-2-yl]ethoxy]but-2-yn-1-ol OCC1N=C(OC1)CCOCC#CCO